propenyloxypropyl-triethoxysilane C(=CC)OCCC[Si](OCC)(OCC)OCC